1-(1H-pyrrol-2-yl)methanamine N1C(=CC=C1)CN